5-(4-methoxyquinazolin-6-yl)-N-(oxetan-3-ylmethyl)pyrrolo[2,1-f][1,2,4]triazin-2-amine COC1=NC=NC2=CC=C(C=C12)C=1C=CN2N=C(N=CC21)NCC2COC2